ClC=1C(=CC2=C(N=C(N=C2N[C@H](C)C2=C(C(=CC=C2)C(F)F)F)C)N1)C(=O)N(C)C (R)-7-chloro-4-(1-(3-(difluoromethyl)-2-fluorophenyl)ethylamino)-N,N,2-trimethylpyrido[2,3-d]pyrimidine-6-carboxamide